3-(4-fluorobenzyl)-N-(1-(pyrrolidin-1-yl)propan-2-yl)pyrazin-2-amine FC1=CC=C(CC=2C(=NC=CN2)NC(CN2CCCC2)C)C=C1